4-amino-7-[(1SR,2RS)-2-fluorocyclopropyl]-1-[(3R)-tetrahydropyran-3-yl]pyrido[2,3-d]pyrimidin-2-one NC=1C2=C(N(C(N1)=O)[C@H]1COCCC1)N=C(C=C2)[C@H]2[C@@H](C2)F |&1:18,19|